C(C)(C)(C)OC(=O)N[C@H](CC1=CN(C2=CC=CC=C12)C)C(=O)NCC(=O)O (tert-butoxycarbonyl)-1-methyl-D-tryptophanyl-glycine